BUTYRIC ACID ETHYL ESTER C(C)OC(CCC)=O